FC=1C(=C(C=CC1)C=1N=C2CCCC=3C2=C(N1)N(N3)CC3=CC=C(C=C3)N3N=C(C=C3C)C(F)(F)F)C(C)C (3-fluoro-2-isopropylphenyl)-2-(4-(5-methyl-3-(trifluoromethyl)-1H-pyrazol-1-yl)benzyl)-2,6,7,8-tetrahydropyrazolo[3,4,5-de]quinazoline